tris-(benzyl-triazolylmethyl)amine C(C1=CC=CC=C1)C(C=1N=NNC1)N(C(CC1=CC=CC=C1)C=1N=NNC1)C(CC1=CC=CC=C1)C=1N=NNC1